(difluoromethyl) (3,3-difluoropropyl) sulfite S(=O)(OC(F)F)OCCC(F)F